C(N)(=O)C1=NN(C=C1NC(=O)C=1N=C(OC1)C1=CC(=NC=C1)N(C(OC(C)(C)C)=O)CC1CC1)C1=CC=C(C=C1)C=O Tert-butyl N-[4-[4-[[3-carbamoyl-1-(4-formylphenyl)pyrazol-4-yl]carbamoyl]oxazol-2-yl]-2-pyridyl]-N-(cyclopropylmethyl)carbamate